C(#N)C1(CC1)C (1S,2R)-2-cyano-2-methylcyclopropane